COC1=C(CNC2=NC=3CC(CC(C3C=C2)=O)(C)C)C=CC(=C1)OC 2-((2,4-dimethoxybenzyl)amino)-7,7-dimethyl-7,8-dihydroquinolin-5(6H)-one